1-(4-fluorophenyl)-5-((1-(3-fluoropyridin-2-yl)-4-hydroxypiperidin-4-yl)methyl)-1,5-dihydro-4H-pyrazolo[3,4-d]pyrimidin-4-one FC1=CC=C(C=C1)N1N=CC2=C1N=CN(C2=O)CC2(CCN(CC2)C2=NC=CC=C2F)O